CC(=CCCC(=O)C)C The molecule is a heptenone that is hept-5-en-2-one substituted by a methyl group at position 6. It is a volatile oil component of citronella oil, lemon-grass oil and palmarosa oil. It has a role as an alarm pheromone, a volatile oil component and a plant metabolite. It is a methyl ketone and a heptenone.